6-Hydroxypyridinecarboxamide OC1=CC=CC(=N1)C(=O)N